FC(C=1C=C(CC2CCC3(CN(C3)C(=O)C3CC(C3)(C)O)CC2)C=CC1)F (7-(3-(Difluoromethyl)benzyl)-2-azaspiro[3.5]nonan-2-yl)((1s,3s)-3-hydroxy-3-methylcyclobutyl)methanone